BrC=1C=C(SC1)C(CCCC(=O)OC)=O Methyl 5-(4-bromothien-2-yl)-5-oxopentanoate